OCC(=O)[C@H]1NCCC1 (S)-2-hydroxy-1-(pyrrolidin-2-yl)ethanone